rac-(1S,2S)-2-(4-chloropyridin-2-yl)cyclopropane-1-carboxylic acid methyl-rac-(1S,2S)-2-(4-chloropyridin-2-yl)cyclopropane-1-carboxylate COC(=O)[C@@H]1[C@H](C1)C1=NC=CC(=C1)Cl.ClC1=CC(=NC=C1)[C@@H]1[C@H](C1)C(=O)O |r|